ClC1=C(OC2CCN(CC2)C(=O)C2=CC=C(C=C2)C2(COC2)O)C=C(C=C1)C(F)(F)F (4-(2-chloro-5-(trifluoromethyl)phenoxy)piperidin-1-yl)(4-(3-hydroxyoxetan-3-yl)phenyl)methanone